ClC1=CC=C(C=C1)C1=CC(=NC(=N1)C=1C=NN(C1)C)N1C[C@@H](CCC1)CO (R)-(1-(6-(4-chlorophenyl)-2-(1-methyl-1H-pyrazol-4-yl)pyrimidin-4-yl)piperidin-3-yl)methanol